1,2-di-(5Z,8Z,11Z,14Z-eicosatetraenoyl)-sn-glycero-3-phosphocholine CCCCC/C=C\C/C=C\C/C=C\C/C=C\CCCC(=O)OC[C@H](COP(=O)([O-])OCC[N+](C)(C)C)OC(=O)CCC/C=C\C/C=C\C/C=C\C/C=C\CCCCC